[Fe].[Ge].[Li] lithium germanium iron